COC[C@H]1CN(CCN1C)C=1C=C(C2=C(C1C)OC(C=1CN(CCC12)C(=O)C1=CC=C(C(=O)NS(=O)(=O)N2CC3CCCCC3C2)C=C1)=O)C 4-(8-((R)-3-(methoxymethyl)-4-methylpiperazin-1-yl)-7,10-dimethyl-5-oxo-1,3,4,5-tetrahydro-2H-chromeno[3,4-c]pyridine-3-carbonyl)-N-((octahydro-2H-isoindol-2-yl)sulfonyl)benzamide